(3aR,5s,6aS)-2-((4-(difluoromethoxy)phenyl)sulfonyl)-N-((tetrahydro-2H-pyran-4-yl)methyl)octahydrocyclopenta[c]pyrrol-5-amine FC(OC1=CC=C(C=C1)S(=O)(=O)N1C[C@@H]2[C@H](C1)CC(C2)NCC2CCOCC2)F